4-Cyclopropyl-N-((S)-1-((1r,4S)-4-methylcyclohexyl)-2-oxo-2-((4-(((S)-2-oxo-4-(trifluoromethyl)imidazolidin-1-yl)methyl)pyridin-2-yl)amino)ethyl)-1,2,5-oxadiazole-3-carboxamide C1(CC1)C=1C(=NON1)C(=O)N[C@H](C(NC1=NC=CC(=C1)CN1C(N[C@@H](C1)C(F)(F)F)=O)=O)C1CCC(CC1)C